(S)-N,N-dimethyl-2-(4-oxo-8-(pyridin-3-yl)-6-(6-(trifluoromethyl)pyridin-3-yl)pyrido[3,4-d]pyrimidin-3(4H)-yl)propenamide CN(C(C(=C)N1C=NC2=C(C1=O)C=C(N=C2C=2C=NC=CC2)C=2C=NC(=CC2)C(F)(F)F)=O)C